6-dilaurylamino-1,3,5-triazine-2,4-dithiol monosodium [Na].C(CCCCCCCCCCC)N(C1=NC(=NC(=N1)S)S)CCCCCCCCCCCC